[C@@H]12COC[C@H]2C1C1=C(C2=C(N=C(N=C2OC)N)N1S(=O)(=O)C1=CC=C(C)C=C1)I ((1R,5S,6s)-3-oxabicyclo[3.1.0]hexan-6-yl)-5-iodo-4-methoxy-7-tosyl-7H-pyrrolo[2,3-d]pyrimidin-2-amine